1-[2-(5-piperazin-1-yl-pyridin-2-ylamino)-pyrimidin-4-yl]-1H-indole-3-carboxamide N1(CCNCC1)C=1C=CC(=NC1)NC1=NC=CC(=N1)N1C=C(C2=CC=CC=C12)C(=O)N